FC1=CC=2C3=C(NC2C=C1)CCN(C3)C(=O)[C@H]3OCCC3 (8-fluoro-1,3,4,5-tetrahydropyrido[4,3-b]indol-2-yl)-[(2S)-oxolan-2-yl]methanone